CN1N=CC(=C1)C=1C=C2C=C(N=CC2=CC1)NC(OC(C)(C)C)=O tert-butyl (6-(1-methyl-1H-pyrazol-4-yl)isoquinolin-3-yl)carbamate